(5-iodo-6-methyl-8-(methylamino)-2,7-naphthyridin-3-yl)cyclopropanecarboxamide IC1=C2C=C(N=CC2=C(N=C1C)NC)C1(CC1)C(=O)N